di(2-naphthyl) disulfide C1=C(C=CC2=CC=CC=C12)SSC1=CC2=CC=CC=C2C=C1